CC=1C=C(C=NC1C)C1=N[C@H]([C@H](OC2=C1C=CC(=C2F)F)C)C (2R,3S)-5-(5,6-dimethylpyridin-3-yl)-8,9-difluoro-2,3-dimethyl-2,3-dihydrobenzo[f][1,4]oxazepine